NC1=C(C(N(C2=CC(=C(C=C12)F)Br)C1=CC=C(C=C1)N)=O)C(=O)OC([2H])([2H])[2H] methyl-d3 4-amino-1-(4-aminophenyl)-7-bromo-6-fluoro-2-oxo-1,2-dihydroquinoline-3-carboxylate